C(C1=CC=CC=C1)OC=1C=C2CCC(=C(C2=CC1)C1=NC=C(C=C1)N1CCC(CC1)C(OC)OC)C1=CCCCC1 2-(6-(benzyloxy)-2-(cyclohex-1-en-1-yl)-3,4-dihydronaphthalen-1-yl)-5-(4-(dimethoxymethyl)piperidin-1-yl)pyridine